ClC=1C=C(C=2N(N1)C(=CN2)F)[C@@H]2[C@H](C2)C(C)C 6-Chloro-3-fluoro-8-((1S,2R)-2-isopropylcyclopropyl)imidazo[1,2-b]pyridazine